1-[(6aR,8R,9S,9aS)-9-hydroxy-2,2,4,4-tetraisopropyl-tetrahydro-6H-furo[3,2-f][1,3,5,2,4]trioxadisilocin-8-yl]-3H-pyrimidine-2,4-dione O[C@@H]1[C@@H](O[C@H]2[C@H]1O[Si](O[Si](OC2)(C(C)C)C(C)C)(C(C)C)C(C)C)N2C(NC(C=C2)=O)=O